NC1=NN(C2=NC(=CC=C21)C2CC2)C(=O)C2=C(C=CC=C2)OC (3-amino-6-cyclopropylpyrazolo[3,4-b]pyridin-1-yl)-(2-methoxyphenyl)methanone